N-(4-(4-methylthiazol-5-yl)benzyl)pyrrolidine-2-carboximidamide CC=1N=CSC1C1=CC=C(CNC(=N)C2NCCC2)C=C1